3-(isoquinolin-1-yl)-N-((R)-3-methyl-1-((3aS,4S,6S,7aR)-3a,5,5-trimethylhexahydro-4,6-methanobenzo[d][1,3,2]dioxaborol-2-yl)butyl)-4,5-dihydroisoxazol-5-carboxamide C1(=NC=CC2=CC=CC=C12)C1=NOC(C1)C(=O)N[C@@H](CC(C)C)B1O[C@@]2([C@H](O1)C[C@H]1C([C@@H]2C1)(C)C)C